4-Nitropyrrolo[2,3-b]pyridine [N+](=O)([O-])C1=C2C(=NC=C1)NC=C2